[N+](=O)([O-])C1=CC2=C(N=CS2)C=C1 6-nitrobenzo[d]thiazole